Cl.N[C@H](C(=O)N)CC L-2-aminobutyric acid amide hydrochloride